2-(5-(7,8-dimethyl-[1,2,4]triazolo[1,5-a]pyridin-6-yl)-4-isopropyl-1H-pyrazol-3-yl)-5-(1-(2-methoxyethyl)piperidin-4-yl)thiazole CC1=C(C=2N(C=C1C1=C(C(=NN1)C=1SC(=CN1)C1CCN(CC1)CCOC)C(C)C)N=CN2)C